NCCCNCCNCCCN 1,5,8,12-tetrazadodecane